tert-Butyl-(R)-(4-diazo-3-oxobutan-2-yl)carbamate C(C)(C)(C)OC(N[C@H](C)C(C=[N+]=[N-])=O)=O